CC1=C(C=CC=C1C=1SC=2CNCCC2N1)C1=C(C(=CC=C1)OCCCN1CCC(CC1)O)C(F)(F)F 1-(3-((2'-methyl-3'-(4,5,6,7-tetrahydrothiazolo[5,4-c]pyridin-2-yl)-2-(trifluoromethyl)-[1,1'-biphenyl]-3-yl)oxy)propyl)piperidin-4-ol